C(=O)[O-].[Ca+2].C(=O)O.C(=O)[O-] formic acid calcium formate